3,2-dioxolane C1OOCC1